FC(CNC=1N=CC2=C(N1)NC=C2C=2C=C1C(=NC2)N=C(N1C(C)C)C)(C)F N-(2,2-difluoropropyl)-5-(1-isopropyl-2-methyl-1H-imidazo[4,5-b]pyridin-6-yl)-7H-pyrrolo[2,3-d]pyrimidin-2-amine